OC1C2CCC(C1)N2C(=O)OC(C)(C)C racemic-tert-butyl 2-hydroxy-7-azabicyclo[2.2.1]heptane-7-carboxylate